C(C)(=O)C=1C=CC(=C(C1)C=1C2=C(C(N(C1)C)=O)SC(=C2)C=2OC(=NN2)C)OC2=C(C=C(C=C2)F)F 4-(5-acetyl-2-(2,4-difluorophenoxy)phenyl)-6-methyl-2-(5-methyl-1,3,4-oxadiazol-2-yl)thieno[2,3-c]Pyridin-7(6H)-one